1-{[6-(2-[18F]fluoropropoxy)naphthalen-2-yl]methyl}guanidine, Formic Acid Salt C(=O)O.[18F]C(COC=1C=C2C=CC(=CC2=CC1)CNC(=N)N)C